SC(CCCCS)O 1,5-dimercapto-pentanol